C(C)(=O)O.C(=C)C1CCNC1 4-vinylpyrrolidine acetate